N1CCC(CC1)OC1=CN=CC(=N1)NC1=NNC(=C1)[C@H]1COCC1 (S)-6-(piperidin-4-yloxy)-N-(5-(tetrahydrofuran-3-yl)-1H-pyrazol-3-yl)pyrazin-2-amine